OC1(CCNCC1)CC(=O)OC methyl 2-(4-hydroxy-4-piperidyl)acetate